N-((1r,4r)-4-(3-cyanoazetidin-1-yl)cyclohexyl)-1-isobutyl-3-methyl-1H-thieno[2,3-c]pyrazole-5-carboxamide C(#N)C1CN(C1)C1CCC(CC1)NC(=O)C1=CC2=C(N(N=C2C)CC(C)C)S1